FC=1C=C(C=CC1)N1N=C(C2=CC(=CC=C12)C(=O)OC)C methyl 1-(3-fluorophenyl)-3-methyl-1H-indazole-5-carboxylate